2-(tert-butyl)-6-(piperidin-4-yl)pyridine C(C)(C)(C)C1=NC(=CC=C1)C1CCNCC1